tert-butyl 3-(2-chlorophenyl)-4-[4-nitro-2-(2-oxa-7-azaspiro[3.4]octan-7-yl)benzoyl]piperazine-1-carboxylate ClC1=C(C=CC=C1)C1CN(CCN1C(C1=C(C=C(C=C1)[N+](=O)[O-])N1CCC2(COC2)C1)=O)C(=O)OC(C)(C)C